C(C1=CC=CC=C1)OCCC1=C(N=C(S1)C(C[C@H](C(C)C)N(C(OC(C)(C)C)=O)C)=O)CO[Si](C)(C)C(C)(C)C tert-Butyl [(3R)-1-{5-[2-(benzyloxy)ethyl]-4-({[tert-butyl(dimethyl)silyl]oxy}methyl)-1,3-thiazol-2-yl}-4-methyl-1-oxopentan-3-yl]methylcarbamate